[Si](C)(C)(C(C)(C)C)OCC1=NN2C=3C(OCC2=N1)=C(C=CC3)N (((tert-butyldimethylsilyl)oxy)methyl)-4H-benzo[b][1,2,4]triazolo[1,5-d][1,4]oxazin-6-amine